4-(azidomethyl)-1-(4-methylbenzyl)pyrrolidin-2-one N(=[N+]=[N-])CC1CC(N(C1)CC1=CC=C(C=C1)C)=O